C(C1=CC=CC=C1)OC(=O)N1C(C(CCC1)CO)NC(=O)OC(C)(C)C ((tert-Butoxycarbonyl)amino)-3-(hydroxymethyl)piperidine-1-carboxylic acid benzyl ester